tert.-butyl methyl ketone CC(=O)C(C)(C)C